NCC1=CC=C(S1)C1=C(C(=NC(=C1C(=O)OCC)CCC1=CC=C(C=C1)F)CC(C)C)C(N)=O ethyl 4-(5-(aminomethyl)thiophen-2-yl)-5-carbamoyl-2-(4-fluorophenethyl)-6-isobutylnicotinate